FC1=CC(=C(C=C1)C1C(NCC1)=O)OC 3-(4-fluoro-2-(methoxy)phenyl)pyrrolidinone